C1(CC1)OC=1N=CC=C2C1N(C(=C2)C(=O)N(C)C21CC(C2)(C1)F)COCC[Si](C)(C)C 7-cyclopropoxy-N-{3-fluorobicyclo[1.1.1]pentan-1-yl}-N-methyl-1-{[2-(trimethylsilyl)ethoxy]methyl}pyrrolo[2,3-c]pyridine-2-carboxamide